ClC1=C(C=C(C(=C1)Cl)N1N=C(N(C1=O)C(F)F)C)NS(=O)(=O)C N-[2,4-dichloro-5-[4-difluoromethyl-4,5-dihydro-3-methyl-5-oxo-1H-1,2,4-triazol-1-yl]phenyl]methanesulfonamide